BrC1=CC2=C(C3=C(O2)C=C2C=CC=CC2=C3)C=C1 3-bromobenzo[d]naphtho[3,2-b]furan